lutetium fluoride [F-].[Lu+3].[F-].[F-]